(E)-(R)-N-[2-hydroxy-3-(1-piperidinyl)-propoxy]-pyridin-1-oxide OC(CO[N@@+]1(CC=CC=C1)[O-])CN1CCCCC1